ClC1=C(C=C(CNC(C(C(F)(F)F)(C)C)=O)C=C1)C=1NC(C=C(N1)C=1C=NC(=CC1)C(F)(F)F)=O (4-chloro-3-{6-oxo-4-[6-(trifluoromethyl)pyridin-3-yl]-1,6-dihydropyrimidin-2-yl}benzyl)-3,3,3-trifluoro-2,2-dimethylpropionamide